[2-Chloro-4-(4-isopropyl-benzylamino)-phenyl]-carbamic acid ethyl ester C(C)OC(NC1=C(C=C(C=C1)NCC1=CC=C(C=C1)C(C)C)Cl)=O